(3-chloro-2,4-difluorophenyl)-(6-(2,2,2-trifluoroethoxy)pyridin-3-yl)methanamine hydrochloride Cl.ClC=1C(=C(C=CC1F)C(N)C=1C=NC(=CC1)OCC(F)(F)F)F